C(CCCCCCC\C=C/CCCCCCCC)(=O)OC[C@@H](OC(CCCCCCC\C=C/CCCCCCCC)=O)COP(=O)(O)OC[C@H](N)C(=O)O 1,2-dioleoyl-sn-glycero-3-phosphoryl-L-serine